O.C([C@H](O)[C@@H](O)C(=O)O)(=O)O (+)-L-tartaric acid hydrate